CC1(C2C(NC(C12)=O)=O)C 6,6-dimethyl-3-aza-bicyclo(3.1.0)hexane-2,4-dione